C(C)(C)(C)OC(=O)N([C@@H]1C[C@H](N(CC1)C(=O)OCC1=CC=CC=C1)C1=CC=C(C=C1)C(=O)OC)C1CC(C1)(F)F benzyl (2S,4S)-4-((tert-butoxycarbonyl)(3,3-difluorocyclobutyl)amino)-2-(4-(methoxycarbonyl)phenyl)piperidine-1-carboxylate